2-(6-(((R)-1-(3-(difluoromethyl)-2-fluorophenyl)ethyl)amino)-5-(1,3-dioxolane-2-yl)-2-methoxypyrimidin-4-yl)-N-(pyridin-4-yl)propionamide FC(C=1C(=C(C=CC1)[C@@H](C)NC1=C(C(=NC(=N1)OC)C(C(=O)NC1=CC=NC=C1)C)C1OCCO1)F)F